N1(CCCC1)C1=CC=C(C=C1)CC 1-(4-(pyrrolidine-1-yl)phenyl)ethane